(R)-6-amino-4-((1-methoxypropan-2-yl)amino)nicotinonitrile NC1=NC=C(C#N)C(=C1)N[C@@H](COC)C